tert-butyl (2R,3S,4S)-4-[(tert-butoxycarbonyl) oxy]-3-[({2-[(3R,4R)-3,4-diacetamidopyrrolidin-1-yl]ethyl}carbamoyl)oxy]-2-[(4-methoxyphenyl) methyl]pyrrolidine-1-carboxylate C(C)(C)(C)OC(=O)O[C@@H]1[C@H]([C@H](N(C1)C(=O)OC(C)(C)C)CC1=CC=C(C=C1)OC)OC(NCCN1C[C@H]([C@@H](C1)NC(C)=O)NC(C)=O)=O